hydroxyethoxy-3-amino-pyrazolo[1,5-a]pyridine OCCOC1=NN2C(C=CC=C2)=C1N